NC[C@@H](O)[C@H]1CN(C(O1)=O)C1=CC=C(C=C1)OC (5R)-5-[(1R)-2-amino-1-hydroxy-ethyl]-3-(4-methoxyphenyl)oxazolidin-2-one